CN1C(C=2N(CC(C1)=C)N=C1C2CN(CC1)C(=O)OC(C)(C)C)=O tert-Butyl 10-methyl-8-methylene-11-oxo-3,4,8,9,10,11-hexahydro-1H-pyrido[4',3':3,4]-pyrazolo[1,5-a][1,4]diazepine-2(7H)-carboxylate